1-(4-(6-Vinylquinolin-2-yl)piperazin-1-yl)ethan-1-one zinc [Zn].C(=C)C=1C=C2C=CC(=NC2=CC1)N1CCN(CC1)C(C)=O